2-(((tert-butyldimethylsilyl)oxy)methyl)-5-(2-chloro-5-fluoropyrimidin-4-yl)-4-methylthiazole [Si](C)(C)(C(C)(C)C)OCC=1SC(=C(N1)C)C1=NC(=NC=C1F)Cl